FC1([C@@H](CN2C(N(CC[C@@H]21)C2=NOC1=C2C(=NC(=C1)C)C1=C(C=C(C=C1F)F)F)=O)NS(=O)(=O)CC)F N-{(4aR,6R)-5,5-difluoro-2-[6-methyl-4-(2,4,6-trifluorophenyl)[1,2]oxazolo[4,5-c]pyridin-3-yl]-1-oxooctahydropyrrolo[1,2-c]pyrimidin-6-yl}ethanesulfonamide